(1R,2S,5S)-3-(2-hydroxy-4,4-dimethylpentanoyl)-6,6-dimethyl-N-((S)-3-oxo-1-((S)-2-oxopyrrolidin-3-yl)-4-(trifluoromethoxy)butan-2-yl)-3-azabicyclo-[3.1.0]hexane-2-carboxamide OC(C(=O)N1[C@@H]([C@H]2C([C@H]2C1)(C)C)C(=O)N[C@@H](C[C@H]1C(NCC1)=O)C(COC(F)(F)F)=O)CC(C)(C)C